4-(5-benzyloxy-6-isothiocyanato-pyrazin-2-yl)-3-methyl-5-(2-trimethylsilylethoxymethoxy)benzonitrile C(C1=CC=CC=C1)OC=1N=CC(=NC1N=C=S)C1=C(C=C(C#N)C=C1OCOCC[Si](C)(C)C)C